C(C1=CC=CC=C1)OC[C@H]1COC=2C(=CC=3C(N(C(C3C2)=O)C2C(NC(CC2)=O)=O)=O)O1 (2S)-2-((benzyloxy)methyl)-7-(2,6-dioxopiperidin-3-yl)-2,3-dihydro-6H-[1,4]dioxino[2,3-f]isoindole-6,8(7H)-dione